ClC1=CC=2C3=C4N(CCCN4C(NC3=C1F)=O)N2 6-Chloro-7-fluoro-2,3-dihydro-1H-3a,4,8,9a-tetraazacyclopenta[def]phenanthren-9(8H)-one